tert-butyl 3-(5-(benzyloxy)-2-methylbenzofuran-3-carboxamido)piperidine-1-carboxylate C(C1=CC=CC=C1)OC=1C=CC2=C(C(=C(O2)C)C(=O)NC2CN(CCC2)C(=O)OC(C)(C)C)C1